di(2-chloropropyl) phosphate P(=O)(OCC(C)Cl)(OCC(C)Cl)[O-]